benzyl-3-(trifluoromethyl)pyrrolidine-3-carboxylic acid C(C1=CC=CC=C1)N1CC(CC1)(C(=O)O)C(F)(F)F